6-[3-(3,5-dimethylisoxazol-4-yl)-7,8-dihydro-5H-1,6-naphthyridin-6-yl]-5-methyl-N-(thiazol-2-ylmethyl)pyridine-3-carboxamide CC1=NOC(=C1C=1C=NC=2CCN(CC2C1)C1=C(C=C(C=N1)C(=O)NCC=1SC=CN1)C)C